4-(aminomethyl)phenol NCC1=CC=C(C=C1)O